P(=O)([O-])([O-])[O-].[Fe+3].ClC=1C=C(C=CC1)C=1C2=CC=CC=C2N=C2C=CC=CC12 9-(m-chlorophenyl)acridine iron phosphate